5-bromo-1-(difluoromethyl)-3-ethoxypyridin-2(1H)-one BrC=1C=C(C(N(C1)C(F)F)=O)OCC